5-(2-chloro-6-hydroxy-3-(1-methyl-1H-pyrazol-4-yl)phenyl)-1,2,5-thiadiazolidin-3-one 1,1-dioxide ClC1=C(C(=CC=C1C=1C=NN(C1)C)O)N1CC(NS1(=O)=O)=O